FC1=CC=C(C=C1)C=1NC(SC1)N/N=C/C=1N=C(C=2N(C3=CC=CC=C3C2C1)CC1=CC=CC=C1)C(C)C ls-4-(4-fluorophenyl)-2-(((E)-(9-benzyl-1-isopropyl-β-carbolin-3-yl)methylene)hydrazino)-2,3-dihydrothiazole